7-(2-methyl-2-propanyl)-2H-1,5-benzodioxepin-3(4H)-one CC(C)(C)C1=CC2=C(OCC(CO2)=O)C=C1